O1C2=C(OCC1)C=C(C=C2)C2N(CCC2)CC2=CC=C(C=C2)N2CCSCC2 4-(4-((2-(2,3-dihydrobenzo[b][1,4]dioxin-6-yl)pyrrolidin-1-yl)methyl)Phenyl)thiomorpholine